C(CCC)N1C(N(C(C(C1=O)=C1SCCCS1)=O)C1CCC2(CC(C2)N2C(NC(C2(C)C)=O)=O)CC1)=O 1-butyl-3-(2-(5,5-dimethyl-2,4-dioxoimidazolidin-1-yl)spiro[3.5]nonan-7-yl)-5-(1,3-dithian-2-ylidene)pyrimidine-2,4,6(1H,3H,5H)-trione